2-((S)-1-((R)-3,3-dimethylcyclohexyl)ethoxy)-2-methylpropan-1-ol CC1(C[C@@H](CCC1)[C@H](C)OC(CO)(C)C)C